C(C)(=O)N(CC1=CC=CC=C1)CC acetyl-ethylbenzylamine